FC(C1CCN(CC1)C1=NC2=CC=C(C=C2N=C1)N)(F)F 2-(4-(trifluoromethyl)piperidin-1-yl)quinoxalin-6-amine